Methylcyclopentadienyltris(dimethylamino)hafnium CC1(C=CC=C1)[Hf](N(C)C)(N(C)C)N(C)C